(S)-5-((tert-butyldiphenylsilyl)oxy)-6-(ethyl-(methyl)amino)-2-methylhex-1-en-3-one [Si](C1=CC=CC=C1)(C1=CC=CC=C1)(C(C)(C)C)O[C@@H](CC(C(=C)C)=O)CN(C)CC